CC1=C(C2=C(OC=CO2)C(=C1)O)O 6-methylbenzo[b][1,4]-dioxin-5,8-diol